S(=O)(=O)(OCCCCCCCC)OCCCCCCCC.[Zn] zinc dioctyl sulfate